ClC1=C(CO[C@@H]2C[C@H](C2)C(=O)NCC2=C(C(=C(C=C2)C(F)(F)F)C=2NC(C=C(N2)C(F)(F)F)=O)F)C=CC(=C1)F trans-3-[(2-chloro-4-fluorobenzyl)oxy]-N-{2-fluoro-3-[6-oxo-4-(trifluoromethyl)-1,6-dihydropyrimidin-2-yl]-4-(trifluoromethyl)benzyl}cyclobutane-1-carboxamide